(15β,16β,17β)-3-(benzyloxy)estra-1,3,5(10)-triene-15,16,17-triol C(C1=CC=CC=C1)OC1=CC=2CC[C@H]3[C@@H]4[C@@H]([C@@H]([C@@H]([C@@]4(C)CC[C@@H]3C2C=C1)O)O)O